Vinylidendichlorid C(=C)(Cl)Cl